ClC=1C(=C(C=CC1)NC1=C(NC2=C1C(NC[C@H]2CCN(C)C)=O)C2=C(C=NC=C2)F)OC (7R)-3-[(3-chloro-2-methoxyphenyl)amino]-7-[2-(dimethylamino)ethyl]-2-(3-fluoropyridin-4-yl)-1H,5H,6H,7H-pyrrolo[3,2-c]pyridin-4-one